N-(((tert-butyldimethylsilyl)amino)(5-(2-hydroxypropan-2-yl)-1-phenyl-1H-pyrazol-3-yl)(oxo)-λ6-sulfaneylidene)-2-(4-(cyclohexylethynyl)-2,6-diisopropylphenyl)acetamide [Si](C)(C)(C(C)(C)C)NS(=NC(CC1=C(C=C(C=C1C(C)C)C#CC1CCCCC1)C(C)C)=O)(=O)C1=NN(C(=C1)C(C)(C)O)C1=CC=CC=C1